CC=1N=CN(C1)C=1C=C(C=C(C1)CN1CC(CC1)NC)C=1C(=NC=CC1C1=CC=CC=C1)C(=O)N Z-(3-(4-methyl-1H-imidazol-1-yl)-5-((3-(methylamino)pyrrolidin-1-yl)methyl)phenyl)-4-phenylpicolinamide